5-[5-[(1R)-1-(3,5-dichloro-4-pyridyl)ethoxy]-6-fluoro-1H-indazol-3-yl]-2-(6,6-dioxo-6λ6-thia-2-azaspiro[3.4]octan-2-yl)pyridine-3-carbonitrile ClC=1C=NC=C(C1[C@@H](C)OC=1C=C2C(=NNC2=CC1F)C=1C=C(C(=NC1)N1CC2(C1)CS(CC2)(=O)=O)C#N)Cl